FC1(CN(CC1)C1=NC=CC(=C1NC(=O)N1CC=2C=NC=CC2C1)C1=C(C=CC=C1)F)F N-[2-(3,3-difluoropyrrolidin-1-yl)-4-(2-fluoro-phenyl)-3-pyridyl]-1,3-dihydropyrrolo[3,4-c]pyridine-2-carboxamide